C(C)(C)(C)OC(=O)N1CCN(CC1)C1=C(C=C(C=C1F)NC1=NC=C(C(=N1)NC1=C(C=C(C=C1)O)N(S(=O)(=O)C)C)Br)CCCCCBr 4-(4-((5-bromo-4-((4-hydroxy-2-(N-methylmethanesulfonamido)phenyl)amino)pyrimidin-2-yl)amino)-2-(5-Bromopentyl)-6-fluorophenyl)piperazine-1-carboxylic acid tert-butyl ester